FC1=CC=C(C=C1)[C@@]1(CCOC2(CCCC2)C1)CCNCC1=C(C=CC=C1)C1=CC=NC=C1 (R)-2-(9-(4-fluorophenyl)-6-oxaspiro[4.5]decane-9-yl)-N-(2-(pyridine-4-yl)benzyl)ethylamine